CNC1=NC=C(C2=CC(=NC=C12)N)C=1OC2=C(N1)C=C(C=C2)N2CCOCC2 N1-methyl-4-(5-morpholinyl-1,3-benzooxazol-2-yl)-2,7-naphthyridine-1,6-diamine